3-[6-(5,7-dihydrofuro[3,4-d]pyrimidin-2-ylamino)-1-oxo-isoindolin-2-yl]piperidine-2,6-dione N1=C(N=CC2=C1COC2)NC2=CC=C1CN(C(C1=C2)=O)C2C(NC(CC2)=O)=O